FC(C(=O)NC1CCC2=CC=C(C=C12)F)(F)F 2,2,2-trifluoro-N-(6-fluoroindan-1-yl)acetamide